(R)-3-((1-(3-cyano-2-(isoindolin-2-yl)-7-methyl-4-oxo-4H-pyrido[1,2-a]pyrimidin-9-yl)ethyl)amino)-6-methylpicolinic acid C(#N)C1=C(N=C2N(C1=O)C=C(C=C2[C@@H](C)NC=2C(=NC(=CC2)C)C(=O)O)C)N2CC1=CC=CC=C1C2